CC1=C(C=CC(=C1)C)C=1C=CC(=NC1)C(=O)NC(CC1CCN(CC1)C(CC=1C=C2C(=CC(NC2=CC1)=O)C)=O)C 5-(2,4-dimethylphenyl)-N-(1-(1-(2-(4-methyl-2-oxo-1,2-dihydroquinolin-6-yl)acetyl)piperidin-4-yl)propan-2-yl)picolinamide